FC1=C(C(=C(C=C1OC)OC)F)C=O (2,6-difluoro-3,5-dimethoxyphenyl)methanone